7-((cis)-4-(6-methyl-2,6-diazaspiro[3.3]heptan-2-yl)cyclohexyl)-5-(4-phenoxyphenyl)-7H-pyrrolo[2,3-d]pyrimidin-4-amine CN1CC2(CN(C2)[C@H]2CC[C@H](CC2)N2C=C(C3=C2N=CN=C3N)C3=CC=C(C=C3)OC3=CC=CC=C3)C1